2-(2,5-Dioxopyrrolidin-1-yl)-3-phenylpropionic acid O=C1N(C(CC1)=O)C(C(=O)O)CC1=CC=CC=C1